ClC1=C(C=CC=C1F)C1=C(N=C(C=2N1N=CC2)N2CCC1(CC2)CC=2C(=NC(=CC2)OC)[C@H]1N)C (7S)-1'-[7-(2-chloro-3-fluoro-phenyl)-6-methyl-pyrazolo[1,5-a]pyrazin-4-yl]-2-methoxy-spiro[5,7-dihydro-cyclopenta[b]pyridin-6,4'-piperidin]-7-amine